ClC=1C(N(C(=CC1OC([2H])([2H])C1=NC=C(C=C1F)F)C)C1=CC(=NC=C1C)N1N=C(C(=C1)F)C(C)(C)NC(=O)C1CC1)=C=O (S)-N-(2-(1-(3-chloro-4-((3,5-difluoropyridin-2-yl)methoxy-d2)-5',6-dimethyl-2-carbonyl-2H-[1,4'-bipyridin]-2'-yl)-4-fluoro-1H-pyrazol-3-yl)propan-2-yl)cyclopropanecarboxamide